BrC=1C=C2C(=NC1N1CC=3C=C(C=NC3CC1)C(F)(F)F)CCC2=O 3-Bromo-2-(3-(trifluoromethyl)-7,8-dihydro-1,6-naphthyridin-6(5H)-yl)-6,7-dihydro-5H-cyclopenta[b]pyridin-5-one